C1(CCC1)C1=CN=C(S1)NC1=CC(=NC(=N1)CC)NCCNC([C@H](C)N(C(\C=C\CN(C)C)=O)C)=O (E)-N-[(1S)-2-[2-[[6-[(5-cyclobutylthiazol-2-yl)amino]-2-ethyl-pyrimidin-4-yl]amino]ethyl-amino]-1-methyl-2-oxo-ethyl]-4-(dimethylamino)-N-methyl-but-2-enamide